3-(4-(3,6-diazabicyclo[3.1.1]heptane-3-yl)-5,6-difluoro-1-oxoisoindoline-2-yl)piperidine C12CN(CC(N1)C2)C2=C1CN(C(C1=CC(=C2F)F)=O)C2CNCCC2